FC1=C(C(=O)O)C(=CC=C1)S(=O)(=O)C 2-fluoro-6-(methylsulfonyl)benzoic acid